5-((2-((4-((3-Cyano-4-cyclobutoxybenzyl)amino)butyl)amino)ethyl)amino)benzo[c][2,6]naphthyridine-8-carboxamide C(#N)C=1C=C(CNCCCCNCCNC2=NC3=C(C4=CN=CC=C24)C=CC(=C3)C(=O)N)C=CC1OC1CCC1